3-chloro-phenylalanine ClC=1C=C(C[C@H](N)C(=O)O)C=CC1